NC1=C2N=CN(C2=NC=N1)C[C@@H](C)OCP(OCCOCCCCCCCCCCCCCCCCS(F)(F)(F)(F)F)(O)=O 2-((16-(pentafluoro-λ6-sulfanyl)hexadecyl)oxy)ethyl hydrogen ((((R)-1-(6-amino-9H-purin-9-yl)propan-2-yl)oxy)methyl)phosphonate